BrC1=C(O/C=C/C(=O)OC(C)(C)C)C=CC=C1F tert-butyl (E)-3-(2-bromo-3-fluorophenoxy)acrylate